1-Undecyl-3-butylpyrrolidinium chlorid [Cl-].C(CCCCCCCCCC)[NH+]1CC(CC1)CCCC